tert-butyl (2R)-2-((3-((1-(3-(4-methoxyphenyl)-1,2,4-oxadiazol-5-yl)piperidine-4-carboxamido)methyl)pyrrolidin-1-yl)methyl)azetidine-1-carboxylate COC1=CC=C(C=C1)C1=NOC(=N1)N1CCC(CC1)C(=O)NCC1CN(CC1)C[C@@H]1N(CC1)C(=O)OC(C)(C)C